3,5-bis(trifluoromethyl)-α-methylbenzyl alcohol FC(C=1C=C(C(C)O)C=C(C1)C(F)(F)F)(F)F